FC1=C(C=CC=C1C[C@@H]1N(CC2(CC2)[C@@H]1NS(=O)(=O)C)C(=O)N([C@@H]1COCC1)C)C1=CC=CC=C1 (6S,7S)-6-((2-fluoro-[1,1'-biphenyl]-3-yl)methyl)-N-methyl-7-(methylsulfonamido)-N-((S)-tetrahydrofuran-3-yl)-5-azaspiro[2.4]heptane-5-carboxamide